CN(C)C[C@@]1(C(C1)(F)F)CO |r| (±)-(1-((Dimethylamino)methyl)-2,2-difluorocyclopropyl)methanol